NC1=NC(=CC=2N1N=C(N2)NCC2=NC(=CC=C2)C=2C=NN(C2)C2CCNCC2)C=2C(=C(C#N)C=CC2)F 3-(5-amino-2-(((6-(1-(piperidin-4-yl)-1H-pyrazol-4-yl)pyridin-2-yl)methyl)amino)-[1,2,4]triazolo[1,5-c]pyrimidin-7-yl)-2-fluorobenzonitrile